N,N',N''-Tris(5-isocyanato-1,3,3-trimethylcyclohexylmethyl)-2,4,6-triketohexahydrotriazine CC1(CC(CC(C1)(C)CN2C(=O)N(C(=O)N(C2=O)CC3(CC(CC(C3)(C)C)N=C=O)C)CC4(CC(CC(C4)(C)C)N=C=O)C)N=C=O)C